CP(=O)(C)C=1C=CC(=NC1)C=C1CC2(CN(C2)C(=O)OC(C)(C)C)C1 tert-butyl 6-[(5-dimethylphosphoryl-2-pyridyl)methylene]-2-azaspiro[3.3]heptane-2-carboxylate